N-(2-methyl-2-(4-nitrophenyl)propyl)acetamide CC(CNC(C)=O)(C)C1=CC=C(C=C1)[N+](=O)[O-]